CC=1C=C(NC(C1)=O)C(=O)NC1=CC(=CC=C1)[C@H](C)SC1=NN=CN1C (S)-4-Methyl-N-(3-(1-((4-methyl-4H-1,2,4-triazol-3-yl)thio)ethyl)phenyl)-6-oxo-1,6-dihydropyridine-2-carboxamide